O=C(C(=O)OCC)NNC(=O)C1(COCC1)C1=CC=CC=C1 ethyl 2-oxo-2-(2-(3-phenyltetrahydrofuran-3-carbonyl)hydrazineyl)acetate